COC1=C(C=CC=C1)C#CC1=CC2=C(C3=CC=C(C=C3C(=C2C=C1)C#CC1=C(C=CC=C1)OC)C#CC1=C(C=CC=C1)OC)C#CC1=C(C=CC=C1)OC 2,6,9,10-tetrakis((2-methoxyphenyl)ethynyl)anthracene